FC(C(=O)O)(F)F.C1=CC=CC=2C3=CC=CC=C3C(C12)COC(NCCOCCC(N(CCN(C(CCOCCOCCC(=O)OC(C)(C)C)=O)C)CCNC)=O)=O tert-butyl 1-(9H-fluoren-9-yl)-14-methyl-11-(2-(methylamino)ethyl)-3,10,15-trioxo-2,7,18,21-tetraoxa-4,11,14-triazatetracosan-24-oate trifluoroacetate